ClC1=C(C(=NC2=CC(=C(C=C12)Cl)OC)C)C1=CC=C(C=C1)C1=CC=C(C=C1)C#N 4'-(4,6-Dichloro-7-methoxy-2-methylquinolin-3-yl)-[1,1'-biphenyl]-4-carbonitrile